tert-Butyl 3-[(4S)-7-(3,5-dimethylisoxazol-4-yl)-4-pyridin-2-yl-4,5-dihydroimidazo[1,5,4-de][1,4]benzoxazin-2-yl]piperidine-1-carboxylate CC1=NOC(=C1C1=CC=C2C=3N([C@H](COC31)C3=NC=CC=C3)C(=N2)C2CN(CCC2)C(=O)OC(C)(C)C)C